(2S)-2-amino-N-[3-(4-chlorobenzoyl)-4,5-dimethyl-2-thienyl]butanamide N[C@H](C(=O)NC=1SC(=C(C1C(C1=CC=C(C=C1)Cl)=O)C)C)CC